N1-((3-((5s,8s)-3,3-dimethyl-1-oxaspiro[4.5]decan-8-yl)-5,5-difluoro-5,6-dihydro-4H-pyrrolo[1,2-b]pyrazol-2-yl)-methyl)-N1-methylethane-1,2-diamine CC1(COC2(C1)CCC(CC2)C2=C1N(N=C2CN(CCN)C)CC(C1)(F)F)C